N1-[2-(dimethylamino)ethyl]-2-methyl-N4-(6-{8-methyl-1H,2H,3H-pyrido[2,3-b][1,4]oxazin-7-yl}-5,6,7,8-tetrahydro-2,6-naphthyridin-3-yl)benzene-1,4-diamine CN(CCNC1=C(C=C(C=C1)NC=1N=CC=2CCN(CC2C1)C1=C(C2=C(OCCN2)N=C1)C)C)C